2-chloro-6-methoxypyridine-3-sulfonamide ClC1=NC(=CC=C1S(=O)(=O)N)OC